(4E)-3-oxo-4-[(4-sulfonato-1-naphthyl)hydrazono]naphthalene O=C/1C=CC2=CC=CC=C2\C1=N/NC1=CC=C(C2=CC=CC=C12)S(=O)(=O)[O-]